FC1=C(CN2CCN(CC2)C2=C(N=C3C(=N2)C=NC(=C3)C(C(C)(O)C)O)C=3C=NN(C3)C)C=CC(=C1)F 1-(3-(4-(2,4-difluorobenzyl)piperazin-1-yl)-2-(1-methyl-1H-pyrazol-4-yl)pyrido[3,4-b]pyrazin-7-yl)-2-methylpropane-1,2-diol